C(#N)C1=CNC2=C(C=CC(=C12)C)NS(=O)(=O)C=1SC(=CN1)C=1C=NC=CC1 N-(3-cyano-4-methyl-1H-indol-7-yl)-5-(pyridin-3-yl)-1,3-thiazole-2-sulfonamide